C1(CC1)CCNC[C@@H]1NC2=CC(=C(C(=C2C1)F)N1CC(NS1(=O)=O)=O)O 5-[(2R)-2-{[(2-cyclopropylethyl)amino]methyl}-4-fluoro-6-hydroxy-2,3-dihydro-1H-indol-5-yl]-1λ6,2,5-thiadiazolidine-1,1,3-trione